methyl 5-deuterio-6-oxo-1H-pyridazine-3-carboxylate [2H]C1=CC(=NNC1=O)C(=O)OC